3,5-dideoxy-5-(glycoloylamino)-D-glycero-D-galacto-2-nonulopyranosonic acid C(CO)(=O)N[C@@H]1[C@H](CC(C(=O)O)(O)O[C@H]1[C@H](O)[C@H](O)CO)O